3-chloro-5-fluoro-4-([[3-methyl-1-(oxan-2-yl)pyrazolo[3,4-b]pyridin-5-yl]oxy]methyl)pyridin-2-amine ClC=1C(=NC=C(C1COC=1C=C2C(=NC1)N(N=C2C)C2OCCCC2)F)N